6-iodopyrazine IC1=CN=CC=N1